6-chloro-2-(3,4-dichlorophenyl)-3-fluoropyridine ClC1=CC=C(C(=N1)C1=CC(=C(C=C1)Cl)Cl)F